C(C)(C)(C)OC(=O)N1CC2CCC(C1)N2C=2SC1=C(N2)C(=CC(=C1)C(=O)OCC)C#N ethyl 2-(3-(tert-butoxycarbonyl)-3,8-diazabicyclo[3.2.1]octan-8-yl)-4-cyanobenzo[d]thiazole-6-carboxylate